[6-(Phenylmethoxy)-7-bromo-8-fluoro-1,2,3,4-tetrahydronaphthalen-2-yl]acetic acid ethyl ester C(C)OC(CC1CC2=C(C(=C(C=C2CC1)OCC1=CC=CC=C1)Br)F)=O